BrC=1C=C(C=CC1)C1(CC1)C=1NC(C=2CNCCCC2N1)=O 2-(1-(3-bromophenyl)cyclopropyl)-3,5,6,7,8,9-hexahydro-4H-pyrimido[5,4-c]azepin-4-one